acetamido-5-(4-(4-(trifluoromethyl)phenyl)-1H-1,2,3-triazol-1-yl)-[1,1'-biphenyl]-3-carboxylic acid C(C)(=O)NC1=C(C=C(C=C1C(=O)O)N1N=NC(=C1)C1=CC=C(C=C1)C(F)(F)F)C1=CC=CC=C1